Cl.N1C[C@@]2(CC1)OCCN1C2=CC(=N1)C=1C=C(C(=NC1)N)OC(F)(F)F |r| (rac)-5-[6,7-dihydrospiro[pyrazolo[5,1-c][1,4]oxazine-4,3'-pyrrolidin]-2-yl]-3-(trifluoromethoxy)pyridin-2-amine-hydrochloride salt